4-fluoro-4-(4-fluorobenzyl)pyrrolidine-2-carboxamide FC1(CC(NC1)C(=O)N)CC1=CC=C(C=C1)F